FC(OC=1C=C(OC2=NC=3N4CCCC4C(NC(C3N2)=O)=O)C=CC1)(F)F 4-[3-(trifluoromethoxy)phenoxy]-1,3,5,8-tetraazatricyclo[8.3.0.0^[2,6]]trideca-2(6),3-diene-7,9-dione